3-[(dihydrazinylmethylidene)amino]propanoic acid N(N)C(NN)=NCCC(=O)O